7-(2-((3aS,4R,6aR)-4-(4-Chloro-7H-pyrrolo[2,3-d]pyrimidin-7-yl)-2,2-dimethyl-3a,6a-dihydro-4H-cyclopenta[d][1,3]dioxol-6-yl)ethyl)quinoxalin-2-amine ClC=1C2=C(N=CN1)N(C=C2)[C@@H]2C=C([C@H]1OC(O[C@H]12)(C)C)CCC1=CC=C2N=CC(=NC2=C1)N